C1(CCCCC1)C(CC(=O)C1=CC=CC=C1)=O 1-Cyclohexyl-3-phenylpropane-1,3-dione